O1COC2=C1C=CC(=C2)CC(C)N 1-(2H-1,3-benzodioxol-5-yl)propan-2-amine